C(C)C1=CC=C(C(=C)C)C=C1 p-ethyl-α-methylstyrene